FC(C(C)O)O 1-fluoro-1,2-propylene glycol